CN1CC[C@@H]2CCCN([C@@H]2C1)C1=CC=C(N=N1)C1=C(C=C(C=C1C)C)O 2-[6-[(4aS,8aS)-7-methyl-2,3,4,4a,5,6,8,8a-octahydro-1,7-naphthyridin-1-yl]pyridazin-3-yl]-3,5-dimethyl-phenol